N-(2-Isopropyl-5-methylphenoxycarbonyl)-(-)-N-ethyl-3-phenylbicyclo[2.2.1]heptan-2-amine C(C)(C)C1=C(OC(=O)N(C2C3CCC(C2C2=CC=CC=C2)C3)CC)C=C(C=C1)C